ClCC1=CC(=CC=C1)CCl 1,3-dichloromethylbenzene